ClC1=C(C#N)C=C(C=C1)C(=O)N1CC=2C(=NN3C2C(NC[C@H]3C)=O)C[C@H]1C 2-chloro-5-((3R,7R)-3,7-dimethyl-10-oxo-1,2,3,4,7,8,9,10-octahydropyrido[4',3':3,4]pyrazolo[1,5-a]pyrazine-2-carbonyl)benzonitrile